N-(1,1'-biphenyl-4-yl)-N-(9,9-dimethyl-9H-fluoren-2-yl)benzo[b]naphtho[1,2-d]furan-8-amine C1(=CC=C(C=C1)N(C=1C=CC=C2C1OC1=C2C=2C=CC=CC2C=C1)C1=CC=2C(C3=CC=CC=C3C2C=C1)(C)C)C1=CC=CC=C1